(2S,4r)-1-[(2S)-3,3-dimethyl-2-[4-[(4-methyl-1-piperidinyl)methyl]triazol-1-yl]butanoyl]-4-hydroxy-N-methyl-pyrrolidine-2-carboxamide CC([C@@H](C(=O)N1[C@@H](C[C@H](C1)O)C(=O)NC)N1N=NC(=C1)CN1CCC(CC1)C)(C)C